FC1=C(C(=CC=2SC(=CC21)C(C(=O)[O-])CC=O)OC)OC 2-(4-fluoro-5,6-dimethoxybenzo[b]thiophen-2-yl)-4-oxobutanoate